C(C)(C)(C)OC(CC(CC(C)(C)C)C)=O tert-butyl-3,5,5-trimethylhexanoate